(1s,3r)-1-(4-bromo-2,6-difluorophenyl)-3-methyl-2-phenyl-1,2,3,4-tetrahydroisoquinoline-6-ol BrC1=CC(=C(C(=C1)F)[C@H]1N([C@@H](CC2=CC(=CC=C12)O)C)C1=CC=CC=C1)F